FC(C(=O)O)(F)F.FC1=C(C=CC(=C1)F)S(=O)(=O)NC=1C(=NC=C(C1)C=1C=C2C(=NC=NC2=C(C1)F)N1CCNCC1)OC 2,4-difluoro-N-(5-(8-fluoro-4-(piperazine-1-yl)quinazoline-6-yl)-2-methoxypyridin-3-yl)benzenesulfonamide trifluoroacetate